C(C)C1(C(NC(C(C1C(=O)OC1O[C@@H]([C@@H]([C@H]1OCC1=CC=CC=C1)OCC1=CC=CC=C1)COCC1=CC=CC=C1)(C(=O)[O-])CC)C)C)C(=O)[O-] 4-((3R,4S,5R)-3,4-bis(benzyloxy)-5-((benzyloxy) methyl) tetrahydrofuran-2-yl) 3,5-diethyl-2,6-dimethyl-1,4-dihydropyridine-3,4,5-tricarboxylate